C(#N)C1=CC=C2C(=N1)C=C(N2CC2=CC=C(C=C2)B(O)O)C(C)C 4-((5-cyano-2-isopropylpyrrolo[3,2-b]pyridin-1-yl)methyl)phenylboronic acid